COC(=O)C1=NNC(=C1)C1=CC(=CC=C1)OCC1COC1 5-[3-(oxetan-3-ylmethoxy)phenyl]-1H-pyrazole-3-carboxylic acid methyl ester